CNC(C1=NC=C(C=C1)N1C(N(C2=C1C=CC=C2)CC2CCC(CC2)NC(C2=C(C=CC(=C2)C)C(F)(F)F)=O)=O)=O N-methyl-5-(3-(((1r,4r)-4-(5-methyl-2-(trifluoro-methyl)benzamido)cyclohexyl)methyl)-2-oxo-2,3-dihydro-1H-benzo[d]imidazol-1-yl)picolinamide